4,5,6,7-tetrahydro-1-benzothiophene-3-carboxamide S1C=C(C2=C1CCCC2)C(=O)N